N-[2-cyano-6-(4-isopropylpiperazin-1-yl)phenyl]-4-{5-[(1S,2S)-2-fluorocyclopropyl]-1,2,4-oxadiazol-3-yl}-4-methylpiperidine-1-carboxamide C(#N)C1=C(C(=CC=C1)N1CCN(CC1)C(C)C)NC(=O)N1CCC(CC1)(C)C1=NOC(=N1)[C@H]1[C@H](C1)F